N-[(3,5-difluoropyridin-2-yl)methyl]-2-[4-((4R)-4-methylazepan-1-yl)piperidin-1-yl]-1,3-thiazole-5-carboxamide FC=1C(=NC=C(C1)F)CNC(=O)C1=CN=C(S1)N1CCC(CC1)N1CC[C@@H](CCC1)C